oxaspiro[4.4]nonan O1CCCC12CCCC2